FC1=C(C(=O)OCC2=CC=CC=C2)C=CC(=C1)S(=O)(=O)C benzyl 2-fluoro-4-(methylsulfonyl)benzoate